C(C)OC(C=C)=O.C(CCCCCCCCCCC)C1C(=O)NC(C1)=O dodecyl-succinimide ethyl-acrylate